[Br-].CC=1SC(=CC1C[P+](C1=CC=CC=C1)(C1=CC=CC=C1)C1=CC=CC=C1)C ((2,5-dimethylthiophen-3-yl)methyl)triphenylphosphonium bromide